[Pd].C(C)(C)(C)P(C1CCCCC1)C(C)(C)C (di-tert-butyl-(cyclohexyl)phosphine) palladium